6-bromo-3-(3-chlorophenyl)-3,8-dimethyl-2,3-dihydroimidazo[1,5-a]pyridine-1,5-dione BrC1=CC(=C2N(C1=O)C(NC2=O)(C)C2=CC(=CC=C2)Cl)C